6-[2-[(3-fluorooxetan-3-yl)methoxy]pyrimidin-5-yl]-2-[[3-(4-fluorophenyl)-1,2,4-oxadiazol-5-yl]methyl]-2,3-dihydropyridazin-3-one FC1(COC1)COC1=NC=C(C=N1)C=1C=CC(N(N1)CC1=NC(=NO1)C1=CC=C(C=C1)F)=O